methyl((1-((2-(3,5-dichloro-phenyl)-6-((2-(piperazin-1-yl)pyrimidin-5-yl)oxy)pyridin-4-yl) methyl)piperidin-4-yl)methyl)carbamate COC(NCC1CCN(CC1)CC1=CC(=NC(=C1)OC=1C=NC(=NC1)N1CCNCC1)C1=CC(=CC(=C1)Cl)Cl)=O